N-[4-[(6,7-Dimethoxy-1,5-naphthyridin-4-yl)oxy]-3-fluorophenyl]-1-(5-fluoropyridin-2-yl)-2-oxopyridine-3-carboxamide COC=1N=C2C(=CC=NC2=CC1OC)OC1=C(C=C(C=C1)NC(=O)C=1C(N(C=CC1)C1=NC=C(C=C1)F)=O)F